ClC(N1C(C=2C(C1=O)=CC=CC2)=S)(Cl)Cl N-(trichloromethyl)-thiophthalimide